z-pentyl-carbamat C(CCCC)NC([O-])=O